C(C1=CC=CC=C1)N(C(=O)C1=CC=C(C=C1)B(O)O)C 4-(BENZYL(METHYL)CARBAMOYL)PHENYLBORONIC ACID